ClC1=C(C=C(C=C1)S(=O)(=O)NCCOC)[N+](=O)[O-] 4-chloro-N-(2-methoxyethyl)-3-nitrobenzenesulfonamide